C(C)(=O)N[C@H]1C[C@H](CCC1)C(=O)NC1=NC=C(C(=C1)Br)Cl (1S,3R)-3-acetylamino-N-(4-bromo-5-chloropyridin-2-yl)cyclohexane-1-carboxamide